C(C1=CC=CC=C1)SC=1C=CC2=C(OCCN2C(C)=O)C1 1-(7-(benzylthio)-2,3-dihydro-4H-benzo[b][1,4]oxazin-4-yl)ethan-1-one